C(C1=CC=CC=C1)OCC1(C(CCC1)=O)OC 3-[(benzyloxy)methyl]-3-methyloxycyclopentane-2-one